[1-[(2-(methylsulfanyl)-6,7-dihydrothieno[3,2-d]pyrimidin-4-yl)amino]cyclobutyl]methanol CSC=1N=C(C2=C(N1)CCS2)NC2(CCC2)CO